ClC=1C=NC2=CC(=C(C=C2C1Cl)C=1C=NC(=NC1)P(=O)(C)C)F 3,4-dichloro-6-[2-(dimethylphosphoryl)pyrimidin-5-yl]-7-fluoroquinoline